tert-butyl (6-(4,4,5,5-tetramethyl-1,3,2-dioxaborolan-2-yl)thiazolo[4,5-b]pyridin-2-yl)carbamate CC1(OB(OC1(C)C)C=1C=C2C(=NC1)N=C(S2)NC(OC(C)(C)C)=O)C